FC=1C=2N(C=C(C1)[N+](=O)[O-])C(=NN2)C 8-fluoro-3-methyl-6-nitro-[1,2,4]triazolo[4,3-a]pyridine